2-[(Z)-3-(4-Nitrophenyl)prop-2-enoyl]benzoic acid [N+](=O)([O-])C1=CC=C(C=C1)\C=C/C(=O)C1=C(C(=O)O)C=CC=C1